C(CCCCCCCCCC)[Si](OCC)(OCC)OCC n-undecyl-triethoxysilane